BrC1=C2C=CNC2=CC(=C1)C(=O)OC methyl 4-bromo-1H-indole-6-carboxylate